ClC1=CN=C2C(=N1)N(N=C2)C2CCC(CC2)=O 4-(6-chloro-1H-pyrazolo[3,4-b]pyrazin-1-yl)cyclohexan-1-one